C(CCCCCCCCCCCCCCCCC)OC1CC(NC(C1)(C)C)(C)C 4-Stearyloxy-2,2,6,6-tetramethylpiperidin